4-[3-[2,6-dichloro-4-[(2R,3R)-3-methoxy-2-methylazetidin-1-yl]benzoyl]-2,4-dihydro-1,3-benzoxazine-8-yl]-5-fluoro-2-(3-oxa-8-azabicyclo[3.2.1]octan-8-yl)benzoic acid ClC1=C(C(=O)N2COC3=C(C2)C=CC=C3C3=CC(=C(C(=O)O)C=C3F)N3C2COCC3CC2)C(=CC(=C1)N1[C@@H]([C@@H](C1)OC)C)Cl